2,4-diethyloxy-4-methyl-2,4-disilapentane C(C)O[SiH](C)C[Si](C)(C)OCC